(2-(3-(Octyloxy)phenyl)ethane-1,1-diyl)bisphosphonic acid C(CCCCCCC)OC=1C=C(C=CC1)CC(P(O)(O)=O)P(O)(O)=O